Boc-1,5-diaminopentane C(=O)(OC(C)(C)C)C(CCCCN)N